6-(pyridin-2-yl)indolin-2-one N1=C(C=CC=C1)C1=CC=C2CC(NC2=C1)=O